CC1(CCN(CC1)C1=CC=C(C(=N1)C)NC1=CC=C(CNC(=O)C2CNC(C2)=O)C=C1)C N-(4-((6-(4,4-dimethylpiperidin-1-yl)-2-methylpyridin-3-yl)amino)benzyl)-5-oxopyrrolidine-3-carboxamide